1-(4-methoxybenzyl)-6-((1-(methylsulfonyl)cyclopropyl)methyl)-7-oxo-4,5,6,7-tetrahydro-1H-pyrazolo[3,4-c]Pyridine-3-carboxylic acid ethyl ester C(C)OC(=O)C1=NN(C=2C(N(CCC21)CC2(CC2)S(=O)(=O)C)=O)CC2=CC=C(C=C2)OC